4-(5-(3-(1-methyl-1H-indazol-6-yl)-1,4-dihydro-thieno[2',3':4,5]cyclopenta[1,2-c]pyrazol-6-yl)pyridin-2-yl)morpholine CN1N=CC2=CC=C(C=C12)C=1C2=C(NN1)C1=C(C2)SC(=C1)C=1C=CC(=NC1)N1CCOCC1